OC1(CC(C1)C(=O)N1CC2(C1)CCC(CC2)OC2=NC=C(C=C2C)C(F)(F)F)C ((1s,3s)-3-hydroxy-3-methylcyclobutyl)(7-((3-methyl-5-(trifluoromethyl)pyridin-2-yl)oxy)-2-azaspiro[3.5]non-2-yl)methanone